(6-(3-methyl-3H-[1,2,3]triazolo[4,5-b]pyridin-6-yl)thieno[2,3-b]pyridin-2-yl)(tetrahydro-2H-pyran-4-yl)methanol CN1N=NC=2C1=NC=C(C2)C2=CC=C1C(=N2)SC(=C1)C(O)C1CCOCC1